6-amino-2-fluoro-3-(1-methylpiperidin-4-yl)benzamide NC1=CC=C(C(=C1C(=O)N)F)C1CCN(CC1)C